FC(OC=1C=C(C=CC1)C1=CC(=CO1)C(=O)NC1=NC(=NS1)CC(C)O)F 5-(3-(Difluoromethoxy)phenyl)-N-(3-(2-hydroxypropyl)-1,2,4-thiadiazol-5-yl)furan-3-carboxamide